C1(CC1)N1CCN(CC1)C1=C(C=C(C(=C1)OC)NC1=NC=NC(=C1)N1OCC[C@@H]1CC1=CC(=CC=C1)OC1=CC(=CC=C1)F)NC(C=C)=O (S)-N-(2-(4-cyclopropylpiperazin-1-yl)-5-((6-(3-(3-(3-fluorophenoxy)-benzyl)isoxazolidin-2-yl)pyrimidin-4-yl)amino)-4-methoxyphenyl)acrylamide